CC1=NN(C=C1C)CNC=O N-(3(s),4-dimethylpyrazol-1-ylmethyl)formamide